COC1=C(C=C(C(=C1)F)N)O 2-Methoxy-4-fluoro-5-aminophenol